2-AMINO-5-METHOXY-4-(PHENYLMETHOXY)BENZALDEHYDE NC1=C(C=O)C=C(C(=C1)OCC1=CC=CC=C1)OC